COC=1C=C(C=2N(C1)N=C(C2)C=2N=C1SC(=NN1C2)OC)OCC=2N=C(SC2C)N2C(COCC2)=O 4-(4-(((6-methoxy-2-(2-methoxyimidazo[2,1-b][1,3,4]thiadiazol-6-yl)pyrazolo[1,5-a]pyridin-4-yl)oxy)methyl)-5-methylthiazol-2-yl)morpholin-3-one